tert-butyl (R)-(2-(cyclopentylamino)propyl)carbamate C1(CCCC1)N[C@@H](CNC(OC(C)(C)C)=O)C